tert-butyl (S)-4-(2-(3-(3-((4-isopropylbenzyl)(methyl)carbamoyl)piperidin-1-yl)phenoxy)-2-methylpropanoyl)piperazine-1-carboxylate C(C)(C)C1=CC=C(CN(C(=O)[C@@H]2CN(CCC2)C=2C=C(OC(C(=O)N3CCN(CC3)C(=O)OC(C)(C)C)(C)C)C=CC2)C)C=C1